4-((4-(1-isopropyl-4-(trifluoromethyl)-1H-imidazol-2-yl)benzyl)amino)-2-(1-methyl-1H-indazol-7-yl)-7,8-dihydropyrido[4,3-d]pyrimidine-6(5H)-carbonitrile C(C)(C)N1C(=NC(=C1)C(F)(F)F)C1=CC=C(CNC=2C3=C(N=C(N2)C=2C=CC=C4C=NN(C24)C)CCN(C3)C#N)C=C1